CC1(CC2N(NCC2)C1)C 5,5-dimethyl-5,6-dihydro-tetrahydro-pyrrolo[1,2-b]pyrazol